N-(4-aminophenyl)methanesulfonamide NC1=CC=C(C=C1)NS(=O)(=O)C